N1=C(C=CC=C1)N1CCC(CC1)C(=O)Cl pyridin-2-yl-piperidine-4-carbonyl chloride